1-(2-bromo-4-nitrophenyl)-4-(oxan-4-yl)-2-(trifluoromethyl)piperazine BrC1=C(C=CC(=C1)[N+](=O)[O-])N1C(CN(CC1)C1CCOCC1)C(F)(F)F